C1(=CC=CC=C1)N1C(=NC2=C1C=CC=C2)C2=CC=C(C=C2)B(O)O 4-(1-phenyl-1h-benzimidazol-2-yl)phenylboronic acid